1-(5-chloronaphthalen-1-yl)-1H-pyrrole-2,5-dione ClC1=C2C=CC=C(C2=CC=C1)N1C(C=CC1=O)=O